(5R,6S)-5-hydroxy-6-((S)-5H-imidazo[5,1-a]isoindol-5-yl)-5,6,7,8-tetrahydronaphthalene-2-sulfonamide O[C@H]1C=2C=CC(=CC2CC[C@H]1[C@@H]1N2C(C3=CC=CC=C13)=CN=C2)S(=O)(=O)N